(Z)-S-(2-(N-((4-amino-2-methylpyrimidin-5-yl)methyl)formamido)-5-hydroxypent-2-en-3-yl) [1,1'-biphenyl]-3-carbothioate C1(=CC(=CC=C1)C(S\C(=C(\C)/N(C=O)CC=1C(=NC(=NC1)C)N)\CCO)=O)C1=CC=CC=C1